1,1,2,2-ethanetetraamine C(C(N)N)(N)N